COC=1C=C(\C=N\NC(=O)C2=NC(=CN=C2)C2=C(C=C(C=C2)OC)OC)C=C(C1)OC (E)-N'-(3,5-dimethoxybenzylidene)-6-(2,4-dimethoxyphenyl)pyrazine-2-carbohydrazide